ClC1=CC(=C(COC2=CC=CC(=N2)C2=C(C(=C(CC3=NC4=C(N3C[C@H]3OCC3)C=CC=C4)C=C2)F)F)C=C1)F (S)-2-(4-(6-(4-Chloro-2-fluorobenzyloxy)pyridin-2-yl)-2,3-difluorobenzyl)-1-(oxetan-2-ylmethyl)-1H-benzo[d]imidazol